3-methoxy-4-methylsulfonyl-N-prop-2-ynyl-aniline COC=1C=C(NCC#C)C=CC1S(=O)(=O)C